ClC=1C(=NC=CC1C=1C(=C(C=CC1)NC(C1=NC=C(C=C1)CNCCO)=O)C)C1=CC(=C(C=C1)CNC[C@H]1NC(CC1)=O)F (S)-N-(3-(3-chloro-2-(3-fluoro-4-((((5-oxopyrrolidin-2-yl)methyl)amino)methyl)phenyl)pyridin-4-yl)-2-methylphenyl)-5-(((2-hydroxyethyl)amino)methyl)picolinamide